C(C#C)OC1=C2C=C(NC2=CC=C1)C(=O)OC Methyl 4-(2-propyn-1-yloxy)-1H-indole-2-carboxylate